C(C)(=O)O.N1C(NCCC1)=O 1,3-diazinan-2-one acetate